6-(4-fluorophenyl)-8-methoxy-N-((4-(trifluoromethyl)pyridin-3-yl)methyl)quinazolin-4-amine FC1=CC=C(C=C1)C=1C=C2C(=NC=NC2=C(C1)OC)NCC=1C=NC=CC1C(F)(F)F